N-(3-cyanophenyl)-5-fluoro-(4-fluoro-2-methylphenoxy)-6-methylnicotinamide C(#N)C=1C=C(C=CC1)NC(C1=C(N=C(C(=C1)F)C)OC1=C(C=C(C=C1)F)C)=O